3-(2,6-dimethylphenyl)-1-methyl-N6-(2-(piperidin-4-yl)-1,2,3,4-tetrahydroisoquinolin-7-yl)-1H-pyrazolo[3,4-d]Pyrimidine-3,6-diamine CC1=C(C(=CC=C1)C)C1(NN(C2=NC(=NC=C21)NC2=CC=C1CCN(CC1=C2)C2CCNCC2)C)N